8-[(1S)-1-hydroxyethyl]-3,6-dimethyl-2-(2-pyridyl)chromen-4-one O[C@@H](C)C=1C=C(C=C2C(C(=C(OC12)C1=NC=CC=C1)C)=O)C